CN(C(=O)[C@H]1CN(CCC1)C(C(C)OC1=CC=C2C(=CC(OC2=C1)=O)C1=C(C=CC=C1)C)=O)C (3R)-N,N-dimethyl-1-[2-[4-(o-tolyl)-2-oxo-chromen-7-yl]oxypropanoyl]piperidine-3-carboxamide